BrC1=CC=C(CCNC(C2=CC(=CC=C2)S(NC=2C=CC=C3C(=CNC23)Cl)(=O)=O)=O)C=C1 N-(4-bromophenethyl)-3-(N-(3-chloro-1H-indol-7-yl)sulfamoyl)benzamide